5-(5-ethoxy-5-oxopentyl)pyridine-2-carboxylic acid C(C)OC(CCCCC=1C=CC(=NC1)C(=O)O)=O